COC(=O)C1=C(C=NC=C1)NC[C@@H]1CCOC2=C1C=CC(=C2)C2=C(C=CC(=C2)OC)Cl 3-({[(4R)-7-(2-chloro-5-methoxyphenyl)-3,4-dihydro-2H-1-benzopyran-4-yl]methyl}amino)pyridine-4-carboxylic acid methyl ester